methyl 2-(2,6-dichloro-3-(4,4,5,5-tetramethyl-1,3,2-dioxaborolan-2-yl)phenyl)acetate ClC1=C(C(=CC=C1B1OC(C(O1)(C)C)(C)C)Cl)CC(=O)OC